N,N'-dimethyl-1,3-cyclohexanediamine CNC1CC(CCC1)NC